C(CC(C)C)C1=NC2=C(N1C(=O)N)C=CC=C2N2CC(C2)(C)OC iso-Pentyl-4-(3-methoxy-3-methylazetidin-1-yl)-1H-benzo[d]imidazole-1-carboxamide